C(C)C=1N=C2N(C=C(C=C2)C=2CCNCC2)C1N(C)C=1SC=C(N1)C1=CC=C(C=C1)F [2-Ethyl-6-(1,2,3,6-tetrahydro-pyridin-4-yl)-imidazo[1,2-a]pyridin-3-yl]-[4-(4-fluoro-phenyl)-thiazol-2-yl]-methyl-amine